CC1=C(C(=CC=C1)N)C1=NOCC1 (2-methyl-6-aminophenyl)-4,5-dihydro-isoxazole